7-methyl-[1,2,4]triazolo[1,5-a]pyridine CC1=CC=2N(C=C1)N=CN2